C1(=CC=CC=C1)CCCCCCCCCCCCOP(=O)([O-])[O-] phenyldodecylphosphate